((4-phenyl-5-((2-(trifluoromethyl)benzyl)thio)-4H-1,2,4-triazol-3-yl)methyl)-9H-carbazole C1(=CC=CC=C1)N1C(=NN=C1SCC1=C(C=CC=C1)C(F)(F)F)CC1=CC=CC=2C3=CC=CC=C3NC12